7-((2S,5R)-4-(1-(4-Chlorophenyl)-2-methylpropyl)-2,5-dimethylpiperazin-1-yl)-5-hydrazineyl-2-methyl-3-(((S)-tetrahydrofuran-2-yl)methyl)-3H-imidazo[4,5-b]pyridine ClC1=CC=C(C=C1)C(C(C)C)N1C[C@@H](N(C[C@H]1C)C1=C2C(=NC(=C1)NN)N(C(=N2)C)C[C@H]2OCCC2)C